6-((3-phenylquinolin-5-yl)thio)hexan-1-ol C1(=CC=CC=C1)C=1C=NC2=CC=CC(=C2C1)SCCCCCCO